The molecule is a branched glycoside consiting of propyl alpha-L-rhamnoside having alpha-L-rhamnosyl and N-acetyl-beta-D-glucosaminyl residues at the 2- and 2-positions respectively. It is a glycoside and a trisaccharide derivative. CCCO[C@H]1[C@@H]([C@@H]([C@H]([C@@H](O1)C)O)O[C@H]2[C@@H]([C@H]([C@@H]([C@H](O2)CO)O)O)NC(=O)C)O[C@H]3[C@@H]([C@@H]([C@H]([C@@H](O3)C)O)O)O